ClC=1C=C(C(=C2C(N(CC12)[C@H]1C(NC(CC1)=O)=O)=O)F)CNC(OC1CC(C1)N1N=CC=C1C(F)F)=O (1r,3r)-3-(5-(difluoromethyl)-1H-pyrazol-1-yl)cyclobutyl ((7-chloro-2-(2,6-dioxopiperidin-3-yl)-4-fluoro-3-oxoisoindolin-5-yl)methyl)carbamate